NCCCC(O[SiH](OC)OC)(CCCN)CCCN trisaminopropyl-trimethoxysilane